1,3-dihydro-1-phenyl-3,3-bis(4-pyridylmethyl)-2H-indol-2-one C1(=CC=CC=C1)N1C(C(C2=CC=CC=C12)(CC1=CC=NC=C1)CC1=CC=NC=C1)=O